P(=O)(O)(O)[O-].[Na+] Natrium dihydrogen-phosphat